4-(3-amino-1H-pyrazol-5-yl)-N-(3-cyanobenzyl)benzamide NC1=NNC(=C1)C1=CC=C(C(=O)NCC2=CC(=CC=C2)C#N)C=C1